6-(4-((2-Morpholino-5-oxo-5,6-dihydropyrimido[4,5-d]pyridazin-4-yl)amino)phenyl)-6-azaspiro[2.5]octan O1CCN(CC1)C=1N=C(C2=C(C=NNC2=O)N1)NC1=CC=C(C=C1)N1CCC2(CC2)CC1